(R)-(1-(2-((1-(3,4,5-trimethoxyphenyl)-1H-imidazol-4-yl)amino)-5,7-dihydrofuro[3,4-d]pyrimidin-4-yl)pyrrolidin-2-yl)methanol COC=1C=C(C=C(C1OC)OC)N1C=NC(=C1)NC=1N=C(C2=C(N1)COC2)N2[C@H](CCC2)CO